(S)-5-(3-(((R)-3-(methylamino)-1-phenylpropoxy)methyl)phenyl)-1,2,3,3a,4,5-hexahydro-6H-benzo[f]pyrrolo[1,2-a][1,4]diazepin-6-one CNCC[C@@H](OCC=1C=C(C=CC1)N1C[C@H]2N(C3=C(C1=O)C=CC=C3)CCC2)C2=CC=CC=C2